N-((5-(1-cyclopropyl-1H-pyrrolo[2,3-b]pyridin-4-yl)-2,3-dihydro-1H-inden-4-yl)carbamoyl)-4-(2-hydroxypropan-2-yl)thiophene-2-sulfonamide C1(CC1)N1C=CC=2C1=NC=CC2C=2C(=C1CCCC1=CC2)NC(=O)NS(=O)(=O)C=2SC=C(C2)C(C)(C)O